P(=O)(O)(O)OCN1N=CC(=C1)C=1C2=C(C(=NC1)C1=CC(=C(C=C1)N)C(C)=O)C(=NO2)N (4-(4-(3-acetyl-4-aminophenyl)-3-aminoisoxazolo[4,5-c]pyridin-7-yl)-1H-pyrazol-1-yl)methyl dihydrogenphosphate